CN1C[C@@H]2OCCN([C@@H]2C1)C1=CC=C(N=N1)C1=C(C=C(C=C1C)C(F)(F)F)O 2-[6-[(4aR,7aS)-6-methyl-2,3,4a,5,7,7a-hexahydropyrrolo[3,4-b][1,4]oxazin-4-yl]pyridazin-3-yl]-3-methyl-5-(trifluoromethyl)phenol